ε,ε,3,4-tetrafluoro-benzenehexanoic acid FC(CCCCC(=O)O)(C1=CC(=C(C=C1)F)F)F